N-Benzyl-N-(3-((dimethylamino)methyl)-4-hydroxy-4-(3-methoxyphenyl)cyclohexyl)thiophene-2-sulfonamide hydrochloride Cl.C(C1=CC=CC=C1)N(S(=O)(=O)C=1SC=CC1)C1CC(C(CC1)(C1=CC(=CC=C1)OC)O)CN(C)C